3-CHLORO-4-METHYLPHENYLISOCYANIDE ClC=1C=C(C=CC1C)[N+]#[C-]